C[C@@H]1N(C[C@@H](C1)OC=1C=CC=2N(N1)C(=NN2)C(F)(F)F)CC2=CN=C(S2)NC(C)=O N-(5-(((2S,4R)-2-methyl-4-((3-(trifluoromethyl)-[1,2,4]triazolo[4,3-b]pyridazin-6-yl)oxy)pyrrolidin-1-yl)methyl)thiazol-2-yl)acetamide